FC(S(=O)(=O)[O-])(F)F.C[N+](C)(C)CC1=CC=C(C=C1)Cl N,N,N-trimethyl-(4-chlorobenzyl)ammonium trifluoromethanesulfonate